thienyl-(tetrahydrothiophene) S1C(=CC=C1)C1SCCC1